4-{3,6-diazabicyclo[3.1.0]hexan-6-yl}-N-{8-fluoro-2-methylimidazo[1,2-a]pyridin-6-yl}-2-methylindazole-7-carboxamide C12CNCC2N1C=1C2=CN(N=C2C(=CC1)C(=O)NC=1C=C(C=2N(C1)C=C(N2)C)F)C